N-(2-(4-benzylpiperidin-1-yl)ethyl)-4-phenoxybenzenesulfonamide C(C1=CC=CC=C1)C1CCN(CC1)CCNS(=O)(=O)C1=CC=C(C=C1)OC1=CC=CC=C1